4-oxocyclohex-2-ene-1-carboxylate O=C1C=CC(CC1)C(=O)[O-]